2-(5-{[(2,6-Dichlorophenyl)methyl]sulfanyl}-1,3,4-thiadiazol-2-yl)pyrazine ClC1=C(C(=CC=C1)Cl)CSC1=NN=C(S1)C1=NC=CN=C1